17-(5-(2-((tert-butoxycarbonyl)amino)propan-2-yl)-2-(pyridin-3-yl)phenoxy)-3,6,9,12,15-pentaoxaheptadecanoic acid C(C)(C)(C)OC(=O)NC(C)(C)C=1C=CC(=C(OCCOCCOCCOCCOCCOCC(=O)O)C1)C=1C=NC=CC1